ClC1=NC=C(C(=C1)C1=C(C=NC(=C1)C)C(=O)NC=1SC=2C(=NC=C(N2)N2CCC(CC2)N(C(OC(C)(C)C)=O)C)N1)OC tert-butyl (1-(2-(2'-chloro-5'-methoxy-6-methyl-[4,4'-bipyridine]-3-carboxamido)thiazolo[4,5-b]pyrazin-6-yl)piperidin-4-yl)(methyl)carbamate